O=CCNC(OCC1C2=CC=CC=C2C=2C=CC=CC12)=O (9H-FLUOREN-9-YL)METHYL 2-OXOETHYLCARBAMATE